CN1C=CC=2C1=NC=C(C2)C(=O)NC(CC=2C=C(C=CC2)C)(C)C 1-methyl-N-(2-methyl-1-(m-tolyl)propan-2-yl)-1H-pyrrolo[2,3-b]pyridine-5-carboxamide